C(CCCCCCCC)OCOCCCC(CC(CC(CC(CC(CC(C)I)C)C)C)C)C 14-iodo-4,6,8,10,12-pentamethylpentadecyl nonyloxymethyl ether